N-(2,2-dicyclopropyl-1-(5-((2-oxo-4-(trifluoromethyl)imidazolidin-1-yl)methyl)benzo[d]oxazol-2-yl)ethyl)-2-(3-methyl-isoxazol-5-yl)acetamide C1(CC1)C(C(C=1OC2=C(N1)C=C(C=C2)CN2C(NC(C2)C(F)(F)F)=O)NC(CC2=CC(=NO2)C)=O)C2CC2